2-(5-azetidin-1-yl-pyridin-2-ylamino)-8-cyclopentyl-6-hydroxymethyl-8H-pyrido[2,3-d]Pyrimidin-7-one N1(CCC1)C=1C=CC(=NC1)NC=1N=CC2=C(N1)N(C(C(=C2)CO)=O)C2CCCC2